(5-(2,4,5-trifluoro-3-hydroxyphenyl)thiophen-2-yl)methanone FC1=C(C=C(C(=C1O)F)F)C1=CC=C(S1)C=O